5-(3-chloro-2,4-difluorophenyl)-4-fluoro-5-methyl-8-oxo-5,6,7,8-tetrahydro-2,7-naphthyridin ClC=1C(=C(C=CC1F)C1(C=2C(=CN=CC2C(NC1)=O)F)C)F